(E)-3-(2-chlorophenyl)-2-fluorobut-2-en-1-amine hydrochloride Cl.ClC1=C(C=CC=C1)/C(=C(\CN)/F)/C